C(C)(C)(C)OC(=O)N[C@H](C(=O)OC(C)(C)C)CC#N tert-butyl (S)-2-[(tert-butoxycarbonyl)amino]-3-cyanopropanoate